endo-cis-bicyclo[2.2.1]hept-5-ene-2,3-dicarboxylic anhydride C12C3C(C(C=C1)C2)C(=O)OC3=O